C1(CCCC1)C1=C(C(=CC(=C1)N1CC2=CC=C(C=C2CC1)F)C)NC(CC(C)(C)C)=O N-(2-cyclopentyl-4-(6-fluoro-3,4-Dihydroisoquinolin-2(1H)-yl)-6-methylphenyl)-3,3-dimethylbutanamide